BrC1=CC=C2C=C(C(=NC2=C1)OC)C(=O)OCC Ethyl 7-bromo-2-methoxyquinoline-3-carboxylate